N-[(3S)-9-Fluoro-2-oxo-5-phenyl-1,3-dihydro-1,4-benzodiazepin-3-yl]-6-(furan-3-yl)-2-methylpyrazolo[1,5-a]pyrimidine-3-carboxamide FC1=CC=CC=2C(=N[C@@H](C(NC21)=O)NC(=O)C=2C(=NN1C2N=CC(=C1)C1=COC=C1)C)C1=CC=CC=C1